C(C)(C)(C)OC(NCC=1N(C2=CC(=CC=C2C(C1)=O)C1=NC(=NC=C1F)Cl)C(C)C)=O ((7-(2-chloro-5-fluoropyrimidin-4-yl)-1-isopropyl-4-oxo-1,4-dihydroquinolin-2-yl)methyl)carbamic acid tert-butyl ester